[Si].[Pt].[Au] gold-platinum-silicon